4'-Cyclopropyl-5,6'-dimethoxy-N-(4-(1-methyl-4-(trifluoromethyl)-1H-imidazol-2-yl)benzyl)-N-(prop-2-yn-1-yl)-[2,5'-bipyrimidin]-4-amine C1(CC1)C1=NC=NC(=C1C1=NC=C(C(=N1)N(CC#C)CC1=CC=C(C=C1)C=1N(C=C(N1)C(F)(F)F)C)OC)OC